pyrane-2,4-dione O1C(CC(C=C1)=O)=O